8-cyclopentyl-2-((2-oxo-2,3-dihydro-1H-benzo[d]imidazol-5-yl)amino)pterin C1(CCCC1)N1C=CN=C2C(NC(N=C12)(N)NC1=CC2=C(NC(N2)=O)C=C1)=O